CS(=O)(=O)OCC1(CCC1)NC(=O)OC(C)(C)C [1-(tert-butoxycarbonylamino)cyclobutyl]methyl methanesulfonate